O(O)C(CCCCC=CC=CC=CC=CC=CC(=O)O)CCCCCC 16-hydroperoxy-docosapentaenoic acid